CN[C@H](C(=O)O)CCC=1C=C(C=CC1)C (S)-2-(methylamino)-4-(m-tolyl)butanoic acid